CSC1CC(CC1)=O 3-(methylthio)cyclopentan-1-one